trans-[5-(hydroxymethyl)-1-[(4-methoxyphenyl)methyl]pyrrolidin-2-yl]methanol OC[C@H]1CC[C@@H](N1CC1=CC=C(C=C1)OC)CO